C(C)(C)(C)C=1N=NN(C1)C[C@@H]1[C@@H]([C@H]([C@H]([C@H](O1)CO)O)N1N=NC(=C1)C1=C(C(=C(C=C1)C)F)F)OC (2R,3R,4S,5R,6R)-6-((4-(tert-butyl)-1H-1,2,3-triazol-1-yl)methyl)-4-(4-(2,3-difluoro-4-methylphenyl)-1H-1,2,3-triazol-1-yl)-2-(hydroxymethyl)-5-methoxytetrahydro-2H-pyran-3-ol